1-(1H-1,2,4-triazole-1-yl)-butane N1(N=CN=C1)CCCC